7-formyl-6-(hydroxymethyl)-3,4-dihydro-1,8-naphthyridine-1(2H)-carboxamide C(=O)C1=C(C=C2CCCN(C2=N1)C(=O)N)CO